FC1=C(C(=CC=C1)F)[C@@H]1CC(=NO1)C=1N=C(SC1)C1CCN(CC1)C(CN1N=C(C=C1C)C(F)(F)F)=O (4-{4-[(5S)-5-(2,6-Difluorophenyl)-4,5-dihydro-1,2-oxazol-3-yl]-1,3-thiazol-2-yl}piperidine-1-yl)-2-[5-methyl-3-(trifluoromethyl)-1H-pyrazole-1-yl]ethanone